[Si](C1=CC=CC=C1)(C1=CC=CC=C1)(C(C)(C)C)OC1CCC(CC1)N1C=2N=C(N=CC2N2C1=NC=C2)Cl 9-((1r,4r)-4-((tert-butyldiphenylsilyl)oxy)cyclohexyl)-2-chloro-9H-imidazo[2,1-f]purine